8-[1-[2-bromo-3-(hydroxymethyl)anilino]ethyl]-2-(4,4-dimethyl-1-piperidyl)-3,6-dimethyl-chromen-4-one BrC1=C(NC(C)C=2C=C(C=C3C(C(=C(OC23)N2CCC(CC2)(C)C)C)=O)C)C=CC=C1CO